NC1=C(N(N=C1C)COCC[Si](C)(C)C)C1=C(C(=NC(=C1)Cl)C)N 4-[4-amino-5-methyl-2-(2-trimethylsilylethoxymethyl)pyrazol-3-yl]-6-chloro-2-methyl-pyridin-3-amine